(5-methyl-1,2,4-oxadiazol-3-yl)pyridin-2-amine CC1=NC(=NO1)C=1C(=NC=CC1)N